FC(OC=1C=C2C=3C=CC=CC3NC2=CC1)(F)F 6-trifluoromethoxy-9H-carbazole